2-((4-(2-(4-(2,3-Dichlorophenyl)piperazin-1-yl)ethyl)-2-fluorocyclohexyl)amino)pyrimidine-5-carbonitrile ClC1=C(C=CC=C1Cl)N1CCN(CC1)CCC1CC(C(CC1)NC1=NC=C(C=N1)C#N)F